CN1C(N(CC=2C1=NC(=NC2)NC2=CC=C(C=C2)N2CCN(CC2)C)C2CCN(C1=CC=CC=C21)C(C=C)=O)=O 1-methyl-7-[4-(4-methylpiperazin-1-yl)anilino]-3-(1-prop-2-enoyl-3,4-dihydro-2H-quinolin-4-yl)-4H-pyrimido[4,5-d]pyrimidin-2-one